C(C1=CC=CC=C1)OC(=O)N1CCC(CC1)OC1=CC=C(C=C1)[C@H](C)N[S@@](=O)C(C)(C)C 4-{4-[(S)-1-((S)-2-methyl-propane-2-sulfinylamino)-ethyl]-phenoxy}-piperidine-1-carboxylic acid benzyl ester